(R)-2-fluoro-N-(6-fluoro-8-methylisoquinolin-1-yl)-4-(1-(methyl-d3)-1H-1,2,3-triazol-4-yl)-N-(piperidin-3-yl)benzamide FC1=C(C(=O)N([C@H]2CNCCC2)C2=NC=CC3=CC(=CC(=C23)C)F)C=CC(=C1)C=1N=NN(C1)C([2H])([2H])[2H]